NC=1CC(CC(C(=O)O)C1)C(=O)O 5-aminotetrahydroisophthalic acid